tert-butyl 3-((4-(2,6-dioxopiperidin-3-yl)-3,5-difluorophenyl)amino)azetidine-1-carboxylate O=C1NC(CCC1C1=C(C=C(C=C1F)NC1CN(C1)C(=O)OC(C)(C)C)F)=O